2-chloro-4,6-bis((4-methoxybenzyl)oxy)pyridine ClC1=NC(=CC(=C1)OCC1=CC=C(C=C1)OC)OCC1=CC=C(C=C1)OC